(3-hydroxy-4-methoxypyridinoyl)-L-alanine OC=1C(=NC=CC1OC)C(=O)N[C@@H](C)C(=O)O